NC1=NC(=NC=C1)N1CC([C@](CC1)(O)C)(F)F (S)-1-(4-aminopyrimidin-2-yl)-3,3-difluoro-4-methylpiperidin-4-ol